N-Bocpiperidine-4-boronic acid C(=O)(OC(C)(C)C)N1CCC(CC1)B(O)O